NC1=C(C(N(C(N1C)=O)C)=O)C(=O)C1=CC(=NC2=CC=CC=C12)C1=NC=CC=C1 6-amino-1,3-dimethyl-5-(2-pyridin-2-yl-quinoline-4-carbonyl)-1H-pyrimidine-2,4-dione